4-(((2-Chloro-5-((4-((4-methylpiperazin-1-yl)methyl)phenyl)ethynyl)pyridin-4-yl)amino)methyl)-1-methylcyclohexan-1-ol ClC1=NC=C(C(=C1)NCC1CCC(CC1)(O)C)C#CC1=CC=C(C=C1)CN1CCN(CC1)C